OCCC[N+]1=CC=CC=C1 1-(3-hydroxypropyl)pyridinium